isopropoxyimidazo[1,2-a]pyridine C(C)(C)OC=1N=C2N(C=CC=C2)C1